[4-(3-fluoropropoxy)phenyl]methylamine FCCCOC1=CC=C(C=C1)CN